OC1C2CN(CC(C1)N2C(C)(C)C2=CC=CC=C2)C(=O)[O-] 6-hydroxy-8-(2-phenylpropan-2-yl)-3,8-diazabicyclo[3.2.1]octane-3-carboxylate